cyclobutyl N-[2-[[5-amino-2-(azetidin-3-ylmethyl)-6H-thieno[3,2-b]azepine-7-carbonyl]-propyl-amino]oxyethyl]carbamate NC=1CC(=CC2=C(N1)C=C(S2)CC2CNC2)C(=O)N(OCCNC(OC2CCC2)=O)CCC